4-[[4-Cyclopropyl-5-fluoro-2-[2-methoxy-4-(trifluoromethoxy)phenoxy]benzoyl]amino]pyridine-2-carboxamide C1(CC1)C1=CC(=C(C(=O)NC2=CC(=NC=C2)C(=O)N)C=C1F)OC1=C(C=C(C=C1)OC(F)(F)F)OC